tert-butyl 4-(5-bromopyrimidin-2-yl)piperazine-1-carboxylate BrC=1C=NC(=NC1)N1CCN(CC1)C(=O)OC(C)(C)C